(cyclobutylsulfinyl)-N-((4,6-dimethyl-2-oxo-1,2-dihydropyridin-3-yl)methyl)-3-(ethyl-(tetrahydro-2H-pyran-4-yl)amino)-2-methylbenzamide C1(CCC1)S(=O)C1=C(C(=C(C(=O)NCC=2C(NC(=CC2C)C)=O)C=C1)C)N(C1CCOCC1)CC